(2S,3R)-3-[4-(methylsulfonyl)phenyl]oxetane-2-carboxylic acid ethyl ester C(C)OC(=O)[C@H]1OC[C@H]1C1=CC=C(C=C1)S(=O)(=O)C